COC=1C(=CC=2[C@@H]3[C@H](N4C(C2C1)=CC(C(=C4)C(=O)O)=O)C(OC3)(C)C)OCCCOC (3aS,12bR)-10-methoxy-11-(3-methoxypropoxy)-3,3-dimethyl-7-oxo-3,3a,7,12b-tetrahydro-1H-furo[3,4-c]pyrido[2,1-a]isoquinoline-6-carboxylic acid